N-(4,5-dichloro-2-hydroxyphenyl)-1-fluoro-6,7,8,9-tetrahydro-5H-5,8-epiminocyclohepta[c]pyridine-10-carboxamide ClC1=CC(=C(C=C1Cl)NC(=O)N1C2CCC1CC=1C(=NC=CC12)F)O